ClC1=NC(=CC=C1C(=O)NS(=O)(=O)C1=CC=CC(=N1)NCCC1CC(N(C1)C(=O)OC(C)(C)C)(C)C)N1N=C(C=C1)OCCC(C1CC1)C1CC1 tert-butyl 4-[2-[[6-[[2-chloro-6-[3-(3,3-dicyclopropylpropoxy)pyrazol-1-yl]pyridine-3-carbonyl] sulfamoyl]-2-pyridyl] amino] ethyl]-2,2-dimethyl-pyrrolidine-1-carboxylate